Ethyl 6-hydroxy-2-(3-iodophenyl)-2-methyl-7-((methylsulfonyl)oxy)-heptanoate OC(CCCC(C(=O)OCC)(C)C1=CC(=CC=C1)I)COS(=O)(=O)C